(R)-2,2,2-trifluoro-1-(4-((3-methylpyridin-4-yl)methyl)-1H-imidazol-2-yl)ethan-1-ol FC([C@H](O)C=1NC=C(N1)CC1=C(C=NC=C1)C)(F)F